C1(CC1)C=1C=NN2C1N=C(C=C2)C2=CNC=1N=C(N=CC12)CCC(F)(F)F 5-(3-cyclopropylpyrazolo[1,5-a]pyrimidin-5-yl)-2-(3,3,3-trifluoropropyl)-7H-pyrrolo[2,3-d]pyrimidine